5-(3-(((1r,4r)-4-(5-chloro-2-methylnicotinamido)cyclohexyl)methyl)-2-oxo-2,3-dihydro-1H-benzo[d]imidazol-1-yl)-N-(1-methyl-1H-pyrazol-3-yl)picolinamide ClC=1C=NC(=C(C(=O)NC2CCC(CC2)CN2C(N(C3=C2C=CC=C3)C=3C=CC(=NC3)C(=O)NC3=NN(C=C3)C)=O)C1)C